2-(((3,3-dibutyl-2-methyl-7-(methylthio)-1,1-dioxido-5-phenyl-2,3,4,5-tetrahydro-1,2,5-benzothiadiazepin-8-yl)methyl)thio)-2-methylpropanoic acid C(CCC)C1(N(S(C2=C(N(C1)C1=CC=CC=C1)C=C(C(=C2)CSC(C(=O)O)(C)C)SC)(=O)=O)C)CCCC